C(C=C)(=O)NC(C)(C)CS(=O)(=O)O.C(C=C)(=O)NC(C)(C)S(=O)(=O)O 2-acrylamido-2-propanesulfonic acid (acryloyldimethyl taurate)